1-(3-(methylsulfonyl)phenyl)methanesulfonamide tert-butyl-(S)-3-(2-methylpyrimidin-5-yl)-3-(3-(3-((S)-1,2,3,4-tetrahydro-1,8-naphthyridin-2-yl)propyl)-1H-pyrazol-1-yl)propanoate C(C)(C)(C)OC(C[C@H](N1N=C(C=C1)CCC[C@@H]1NC2=NC=CC=C2CC1)C=1C=NC(=NC1)C)=O.CS(=O)(=O)C=1C=C(C=CC1)CS(=O)(=O)N